1-(1H-Benzo[d]imidazol-5-yl)-5-phenylpyrrolidin-2-on N1C=NC2=C1C=CC(=C2)N2C(CCC2C2=CC=CC=C2)=O